C(C1=CC=CC=C1)OC=O methanoic acid benzyl ester